BrC1=CC=C(C=C1)C(N1CCN(CC1)CC1=C(C#N)C=CC(=C1)N(C)CCN(C)C)C1=CC=C(C=C1)Br 2-((4-(bis(4-bromophenyl)methyl)piperazin-1-yl)methyl)-4-((2-(dimethylamino)ethyl)(methyl)amino)benzonitrile